2-bromo-5,6-dichloro-3-methoxyaniline BrC1=C(N)C(=C(C=C1OC)Cl)Cl